{2-[2-(diphenylphosphino)phenoxy]phenyl}diphenylphosphine C1(=CC=CC=C1)P(C1=C(OC2=C(C=CC=C2)P(C2=CC=CC=C2)C2=CC=CC=C2)C=CC=C1)C1=CC=CC=C1